2-fluoro-N-(3-methyl-3-((2-(trimethylsilyl)ethoxy)methoxy)butyl)-5-nitroaniline FC1=C(NCCC(C)(OCOCC[Si](C)(C)C)C)C=C(C=C1)[N+](=O)[O-]